COC(C1=CC=C(C=C1)C1NCCC(C1)C=1N=NN(C1)C)=O 4-(4-(1-methyl-1H-1,2,3-triazol-4-yl)piperidin-2-yl)benzoic acid methyl ester